N-[(2S,3R)-2-[([1,1'-biphenyl]-3-yl)-methyl]-4,4-difluoro-1-(oxetane-2-carbonyl)pyrrolidin-3-yl]cyclopropanesulfonamide C1(=CC(=CC=C1)C[C@@H]1N(CC([C@@H]1NS(=O)(=O)C1CC1)(F)F)C(=O)C1OCC1)C1=CC=CC=C1